Ethyl-4-[5-[3-[2-[4-[(1S)-2-amino-1-methyl-ethoxy]-4-oxo-butanoyl]-4-chloro-6-methoxy-isoindolin-5-yl]oxypropoxy]-4-fluoro-6-methoxy-benzothiophen-2-yl]-4-oxo-butanoate C(C)OC(CCC(=O)C=1SC2=C(C1)C(=C(C(=C2)OC)OCCCOC=2C(=C1CN(CC1=CC2OC)C(CCC(=O)O[C@H](CN)C)=O)Cl)F)=O